mercapto-3-glycidoxypropylsilane S[SiH2]CCCOCC1CO1